(S)-2-(4-(4-(4-(5-(1-amino-1-(4-fluorophenyl)ethyl)pyrimidin-2-yl)piperazin-1-yl)-7H-pyrrolo[2,3-d]pyrimidin-6-yl)-1H-pyrazol-1-yl)ethan-1-ol hydrochloride Cl.N[C@@](C)(C1=CC=C(C=C1)F)C=1C=NC(=NC1)N1CCN(CC1)C=1C2=C(N=CN1)NC(=C2)C=2C=NN(C2)CCO